2-chloro-4,6-bis(dibutylamino)s-triazine ClC1=NC(=NC(=N1)N(CCCC)CCCC)N(CCCC)CCCC